butyl (S)-2-((tert-butoxycarbonyl)amino)-3-(5-cyano-3-fluorophenyl)propanoate C(C)(C)(C)OC(=O)N[C@H](C(=O)OCCCC)CC1=CC(=CC(=C1)C#N)F